N4-(cyclopentylmethyl)-N2-(2-methoxy-4-(methylsulfonyl)phenyl)-5-(trifluoromethyl)-7H-pyrrolo[2,3-d]pyrimidine-2,4-diamine C1(CCCC1)CNC=1C2=C(N=C(N1)NC1=C(C=C(C=C1)S(=O)(=O)C)OC)NC=C2C(F)(F)F